(4S)-4-methyl-3-{[2-(4-methylphenoxy)pyrimidin-5-yl]methyl}-1,3-oxazolidin-2-one C[C@@H]1N(C(OC1)=O)CC=1C=NC(=NC1)OC1=CC=C(C=C1)C